N1=NNC2=NC(=CC=C21)C=2C=CC(=C(C(=O)NC1=CC=C(C=C1)C([2H])([2H])OC([2H])([2H])C1=CC=CC=C1)C2)F 5-(3H-[1,2,3]Triazolo[4,5-b]pyridin-5-yl)-2-fluoro-N-(4-((phenylmethoxy-d2)methyl-d2)phenyl)benzamide